NC(CCCC)O aminopentanol